The molecule is a disaccharide that is D-glycopyranose in which the hydroxy group at position 3 has been converted into the corresponding alpha-L-fucoside. It is an alpha-L-fucoside and a glycosylglucose. It derives from a D-glucopyranose. C[C@H]1[C@H]([C@H]([C@@H]([C@@H](O1)O[C@H]2[C@@H]([C@H](OC([C@@H]2O)O)CO)O)O)O)O